tert-butyl(5-(difluoromethyl)-2-(3-(imino(1-methyl-2,3-dihydro-1H-pyrrolo[2,3-c]pyridin-5-yl)methyl)thioureido)pyridin-3-yl)(methyl)carbamate C(C)(C)(C)OC(N(C)C=1C(=NC=C(C1)C(F)F)NC(=S)NC(C=1C=C2C(=CN1)N(CC2)C)=N)=O